3,5-bis-aminomethyl-benzoic acid NCC=1C=C(C(=O)O)C=C(C1)CN